(2S,4R)-N-(6-bromopyridin-2-yl)4-fluoro-1-(2-(3-((R)-1-hydroxyethyl)-5-(2-methylpyrimidin-5-yl)-1H-indazol-1-yl)acetyl)pyrrolidine-2-carboxamide BrC1=CC=CC(=N1)NC(=O)[C@H]1N(C[C@@H](C1)F)C(CN1N=C(C2=CC(=CC=C12)C=1C=NC(=NC1)C)[C@@H](C)O)=O